5-(2-ethoxyethoxy)pyridine-2-carbaldehyde C(C)OCCOC=1C=CC(=NC1)C=O